CN(C(=O)C=1C=C(C=CC1)NC(=O)C=1[N+](=C(NC1C)C=1C=C(C(=CC1)OC)C1=C(C=CC=C1C)C)[O-])C 4-((3-(dimethylcarbamoyl)phenyl)carbamoyl)-2-(6-methoxy-2',6'-dimethyl-[1,1'-biphenyl]-3-yl)-5-methyl-1H-imidazole 3-oxide